ClC1=C(C=CC(=C1)C(F)(F)F)SCC1CN(C1)C(=O)N1C[C@@H]2[C@@H](OCC(N2)=O)CC1 (4aR,8aS)-6-[3-[[2-Chloro-4-(trifluoromethyl)phenyl]sulfanylmethyl]azetidine-1-carbonyl]-4,4a,5,7,8,8a-hexahydropyrido[4,3-b][1,4]oxazin-3-one